pyrimidinyloxybenzoate (pyrimidinyl oxybenzoate) N1=C(N=CC=C1)OC1=C(C(=O)O)C=CC=C1.N1=C(N=CC=C1)OC1=C(C(=O)O)C=CC=C1